tert-butyl 4-(2-((5-((6-(2,6-dichlorophenyl)-8-methyl-7-oxo-7,8-dihydropyrido[2,3-d]pyrimidin-2-yl)amino)pyridin-2-yl)oxy)ethyl)piperazine-1-carboxylate ClC1=C(C(=CC=C1)Cl)C1=CC2=C(N=C(N=C2)NC=2C=CC(=NC2)OCCN2CCN(CC2)C(=O)OC(C)(C)C)N(C1=O)C